(S)-N-(1-Cyclopropyl-2-(3-hydroxyazetidin-1-yl)ethyl)-3,4-difluoro-N-methylbenzamide C1(CC1)[C@@H](CN1CC(C1)O)N(C(C1=CC(=C(C=C1)F)F)=O)C